3-((2-chloro-6-methyl-5,6,7,8-tetrahydropyrido[4,3-d]pyrimidin-4-yl)oxy)-10-methyl-9,10,11,12-tetrahydro-8H-[1,4]diazepino[5',6':4,5]thieno[3,2-f]quinoxalin-8-one ClC=1N=C(C2=C(N1)CCN(C2)C)OC2=NC=1C=CC3=C(C1N=C2)C2=C(S3)C(NC(CN2)C)=O